COC1=NC=C(C(=N1)OC)N1N=C2C(C=[N+](C=C2)[O-])=C1 2-(2,4-dimethoxypyrimidin-5-yl)-5-oxido-pyrazolo[4,3-c]pyridin-5-ium